N1C=C(C(=C1)C(=O)O)C(=O)O 1H-pyrrole-3,4-dicarboxylic acid